CN(CC(=O)N1CC=2N=C(OC2C1)C=1C(=C(C=CC1)C1=C(C(=CC=C1)C=1OC2=C(N1)C=C(C=C2C#N)CO)C)C)C 2-(3'-(5-(dimethylglycyl)-5,6-dihydro-4H-pyrrolo[3,4-d]oxazol-2-yl)-2,2'-dimethyl-[1,1'-biphenyl]-3-yl)-5-(hydroxymethyl)benzo[d]oxazole-7-carbonitrile